NC1=CC=C(C#N)C(=C1)F 4-amino-6-fluorobenzonitril